(8-bromonaphthalen-1-yl)boric acid BrC=1C=CC=C2C=CC=C(C12)OB(O)O